6-((S)-3-Hydroxypyrrolidine-1-carbonyl)-2-(3-((R)-1-(4-methylisoxazol-3-yl)propan-2-yl)phenyl)-4-(trifluoromethyl)isoindolin-1-one O[C@@H]1CN(CC1)C(=O)C1=CC(=C2CN(C(C2=C1)=O)C1=CC(=CC=C1)[C@@H](CC1=NOC=C1C)C)C(F)(F)F